(4-chlorophenyl)-1H-imidazole ClC1=CC=C(C=C1)N1C=NC=C1